BrC1=C(C2=CN(CN=C2C=C1)C)F 6-bromo-5-fluoro-3-methylquinazolin